6-(5-fluoropyridin-2-yl)-8-methoxy-N-(1-(5-methyl-1,2,4-oxadiazol-3-yl)ethyl)quinazolin-4-amine FC=1C=CC(=NC1)C=1C=C2C(=NC=NC2=C(C1)OC)NC(C)C1=NOC(=N1)C